3-((4-chloro-1-methyl-1H-pyrazol-5-yl)methyl)-2-((3-methoxyisoxazol-5-yl)methyl)isoindolin-1-one ClC=1C=NN(C1CC1N(C(C2=CC=CC=C12)=O)CC1=CC(=NO1)OC)C